COC(C=CCCCCCCCCCCCCCCCCC)=O alpha-eicoseneic acid methyl ester